4-(4-((4-(4-((3-isopropoxyazetidine-1-carboxamido)methyl)-3-methylphenyl)pyrimidin-2-yl)amino)phenyl)piperazin C(C)(C)OC1CN(C1)C(=O)NCC1=C(C=C(C=C1)C1=NC(=NC=C1)NC1=CC=C(C=C1)N1CCNCC1)C